4-[(2-methoxybenzyl)amino]-2-[[1-(2-hydroxyethyl)-1H-pyrazol-4-yl]amino]pyrimidin-5-carboxamide COC1=C(CNC2=NC(=NC=C2C(=O)N)NC=2C=NN(C2)CCO)C=CC=C1